FC1=C(C=CC(=C1F)OCC)O 2,3-difluoro-4-ethoxyphenol